C1(CC1)N1C=C(C(C2=CC(=C(C=C12)F)F)=O)CN[C@@H]1CN(CCC1)C=1C=NC(=CC1)[N+](=O)[O-] 1-cyclopropyl-6,7-difluoro-3-({[(3S)-1-(6-nitropyridin-3-yl)piperidin-3-yl]amino}methyl)-1,4-dihydroquinolin-4-one